N1NCC(C12CC(CCC2)C(=O)[O-])C(=O)[O-] diazaspiro[4.5]decane-4,7-dicarboxylate